COC1=C(OP(O)(O)=O)C=C(C=C1)C1=C(N=C2N1C=C(N=C2)C2=CC(=CC=C2)C(F)(F)F)C(C)C 2-methoxy-5-[2-(propan-2-yl)-6-[3-(trifluoromethyl)phenyl]imidazo[1,2-a]pyrazin-3-yl]phenoxyphosphonic acid